FC1=CC=C(O1)C(=O)NC1=CC(=C(C=C1)F)N1N=C2N=CC(=CC2=C1)C(C)C 5-fluoro-N-{4-fluoro-3-[5-(propan-2-yl)-2H-pyrazolo[3,4-b]pyridin-2-yl]phenyl}furan-2-carboxamide